((3-(dimethylcarbamoyl)phenyl)amino)-3-((6-fluoro-2-methyl-1,2,3,4-tetrahydroisoquinolin-7-yl)amino)-1,2,4-triazine-6-carboxamide CN(C(=O)C=1C=C(C=CC1)NC=1N=C(N=NC1C(=O)N)NC1=C(C=C2CCN(CC2=C1)C)F)C